C1O[C@H]2[C@@H](O[C@@]1([C@H]2O)CO)N2C=NC=1C(=O)NC(N)=NC21 2'-O,4'-C-methyleneguanosine